1-(4-(2-(cyclopropylamino)ethyl)benzyl)-3-fluoro-2-(o-tolyl)-1H-indol-5-ol C1(CC1)NCCC1=CC=C(CN2C(=C(C3=CC(=CC=C23)O)F)C2=C(C=CC=C2)C)C=C1